C(C)OC1=CC=2OC=3C=C4C(=C(C3C(C2C(=C1OC)CC=C(C)C)=O)O)C=CC(O4)(C)C 9-Ethoxy-5-hydroxy-8-methoxy-2,2-dimethyl-7-(3-methylbut-2-en-1-yl)-2H,6H-pyrano[3,2-b]xanthen-6-one